(R)-N-((S)-(3,5-difluoro-4-isopropylphenyl)(phenyl)methyl)-2-methylpropane-2-sulfinamide FC=1C=C(C=C(C1C(C)C)F)[C@@H](N[S@](=O)C(C)(C)C)C1=CC=CC=C1